C(C)(C)(C)OC(=O)NC(C(=O)OC)(CC1=CC=C(C=C1)F)C Methyl 2-((tert-butoxycarbonyl) amino)-3-(4-fluorophenyl)-2-methylpropionate